ethanone difluoride [F-].[F-].C(C)=O